4-[7-(1,2,3,4-tetrahydroisoquinolin-6-ylmethyl)-2,7-diazaspiro[3.5]nonan-2-yl]-6-(2,2,2-trifluoroethyl)quinazoline C1NCCC2=CC(=CC=C12)CN1CCC2(CN(C2)C2=NC=NC3=CC=C(C=C23)CC(F)(F)F)CC1